C(#N)C=1C=C(C(=NC1)C(=O)NC=1C=C2C(=NNC2=CC1)C=1C=NC=C(C1)C#N)C 5-Cyano-N-(3-(5-cyanopyridin-3-yl)-1H-indazol-5-yl)-3-methylpicolinamide